(1R,5S)-3-[tert-butyl(diphenyl)silyl]oxybicyclo[3.1.0]hexane-6-carboxylic acid [Si](C1=CC=CC=C1)(C1=CC=CC=C1)(C(C)(C)C)OC1C[C@H]2C([C@H]2C1)C(=O)O